C(#N)CN1N=C(C(=C1)C1=CN=C2N1C=CN=C2NC2=CC(=C(C(=O)NCC)C=C2)CC)C(F)(F)F 4-[[3-[1-(cyanomethyl)-3-(trifluoromethyl)pyrazol-4-yl]imidazo[1,2-a]pyrazin-8-yl]amino]-N,2-diethylbenzamide